FC1([C@]2(CCNC[C@@H]12)C1=CC=C(C=C1)N[C@H]1C(NC(CC1)=O)=O)F (R)-3-((4-((1S,6S)-7,7-difluoro-3-azabicyclo[4.1.0]heptan-6-yl)phenyl)amino)piperidine-2,6-dione